FC=1C=C2C(=CC=NC2=CC1)C1CCC(CC1)[C@H](C(=O)NC1=CC(=CC=C1)S(F)(F)(F)(F)F)C (R)-2-((1s,4S)-4-(6-fluoroquinolin-4-yl)cyclohexyl)-N-(3-(pentafluoro-λ6-sulfanyl)phenyl)propanamide